(R)-6-((1-acryloylpiperidin-4-yl)oxy)-N-(1-(4-fluorophenyl)ethyl)-7-methoxyquinazoline-4-carboxamide C(C=C)(=O)N1CCC(CC1)OC=1C=C2C(=NC=NC2=CC1OC)C(=O)N[C@H](C)C1=CC=C(C=C1)F